N-thiazol-2-yl-Acetamide trifluoroacetate FC(C(=O)O)(F)F.S1C(=NC=C1)NC(C)=O